3-(piperidine-4-yl)oxazolidine-2-one N1CCC(CC1)N1C(OCC1)=O